Nα-butyroyl-L-arginine C(CCC)(=O)N[C@@H](CCCNC(N)=N)C(=O)O